N-(2,2-difluoropropyl)-5-(1-isopropyl-2-methyl-1H-imidazo[4,5-b]pyridin-6-yl)pyrrolo[2,1-f][1,2,4]triazin-2-amine FC(CNC1=NN2C(C=N1)=C(C=C2)C=2C=C1C(=NC2)N=C(N1C(C)C)C)(C)F